phosphoric acid [2-(vinylcarbonyl)ethyl] ester C(=C)C(=O)CCOP(O)(O)=O